oxazol-4-carboxylic acid O1C=NC(=C1)C(=O)O